isopropyl (3S)-6-fluoro-3-methyl-2,3,4,5-tetrahydro-1,4-benzoxazepine-8-carboxylate FC1=CC(=CC2=C1CN[C@H](CO2)C)C(=O)OC(C)C